tert-butyl 3-amino-5-bromo-1H-indazole-1-carboxylate NC1=NN(C2=CC=C(C=C12)Br)C(=O)OC(C)(C)C